C(C(=C)C)(=O)OC(C(=O)OCC)CC(=O)[O-] ethyl methacryloyloxysuccinate